C(=O)(OC(C)(C)C)C(CCCCCN)N 1-Boc-1,6-Hexanediamine